O.[F-].[F-].[Cr+2] chromium difluoride hydrate